C1(CC1)CN1C(N(CC12CCC(CC2)(C2=CC=CC=C2)NC)C2=C(C=CC=C2)CS(=O)(=O)C)=O 1-(cyclopropyl-methyl)-8-methylamino-3-[2-(methylsulfonyl-methyl)-phenyl]-8-phenyl-1,3-diazaspiro[4.5]decan-2-one